C1CCC2=C(C=3CCCC3C=C12)NC(=O)NS(=O)(=O)C1=CC2=C(O1)[C@H]1CC[C@@H]([C@@]2(C)O)C1 (4R,5R,8S)-N-((1,2,3,5,6,7-hexahydro-s-indacen-4-yl)carbamoyl)-4-hydroxy-4-methyl-5,6,7,8-tetrahydro-4H-5,8-methanocyclohepta[b]furan-2-sulfonamide